(6S,7S)-7-cyclopropylmethyl-6-(2,6-difluoro-4-((1-pentylazetidin-3-yl)thio)phenyl)-8-methyl-6,7,8,9-tetrahydro-3H-pyrazolo[3,4-h]isoquinoline C1(CC1)C[C@@H]1N(CC=2C3=C(C=CC2[C@H]1C1=C(C=C(C=C1F)SC1CN(C1)CCCCC)F)NN=C3)C